methyl 1-benzyl-7-chloro-4-chloro-2-oxo-1,2-dihydroquinoline-3-carboxylate C(C1=CC=CC=C1)N1C(C(=C(C2=CC=C(C=C12)Cl)Cl)C(=O)OC)=O